8-Chloro-6-methoxy-1,2-dimethylphenazine ClC1=CC(=C2N=C3C=CC(=C(C3=NC2=C1)C)C)OC